C(C)(C)(C)OC(=O)N1CCC(CCC1)C(=O)O 1-(t-butoxycarbonyl)azepane-4-carboxylic acid